C1(CC1)C1=CC(=NN1)NC1=NC(=NC2=CC(=C(C=C12)OC)OCCCN1CCCC1)N1CCCCC1 N-(5-cyclopropyl-1H-pyrazol-3-yl)-6-methoxy-2-(piperidin-1-yl)-7-(3-(pyrrolidin-1-yl)propoxy)quinazolin-4-amine